CN1CCCC2=CC(=CC=C12)NC(C)=O N-(1-methyl-1,2,3,4-tetrahydroquinolin-6-yl)acetamide